N-(5-(2-(((1r,4r)-4-(Dimethylamino)cyclohexyl)amino)-8-isopropyl-7-oxo-7,8-dihydropyrido[2,3-d]pyrimidin-6-yl)pyrimidin-2-yl)-3,3,3-trifluoropropane-1-sulfonamide CN(C1CCC(CC1)NC=1N=CC2=C(N1)N(C(C(=C2)C=2C=NC(=NC2)NS(=O)(=O)CCC(F)(F)F)=O)C(C)C)C